FC1(CN[C@H]2[C@@H]1N(OC2)CC(C(=O)O)(C)O)F |o1:4,5| 3-((3aS*,6aS*)-6,6-difluorohexahydro-1H-pyrrolo[3,2-c]isoxazol-1-yl)-2-hydroxy-2-methylpropanoic acid